FC=1C(=NC=CC1)[C@H](O)C1CCOCC1 (R)-(3-fluoro-2-pyridinyl)-tetrahydropyran-4-yl-methanol